C1(CCCCC1)NC1CCCCC1.C(C)(C)(C)OC(=O)N[C@@H](CCCCNC(=O)OC(C)(C)C)C(=O)O N,N'-di-tert-butoxycarbonyl-L-lysine dicyclohexylamine salt